ClC1=C(C(=O)O)C=CC=C1C1=NNC=C1F 2-chloro-3-(4-fluoro-1H-pyrazol-3-yl)benzoic acid